1-bromo-3-(2-(1-(trifluoromethyl)cyclopropyl)ethoxy)benzene BrC1=CC(=CC=C1)OCCC1(CC1)C(F)(F)F